tert-Butyl-(5S)-2-[(3-chloro-5-fluoropyridin-2-yl)methyl]-3-oxo-2,3,5,6,7,8-hexahydro[1,2,4]triazolo[4,3-a]pyridine-5-carboxylate C(C)(C)(C)OC(=O)[C@@H]1CCCC=2N1C(N(N2)CC2=NC=C(C=C2Cl)F)=O